1-(2-Naphthyl)-1H-pyrazole C1=C(C=CC2=CC=CC=C12)N1N=CC=C1